CC1=CC(=C(N)C(=C1)C1=CC=C(C=C1)CC1=CC=CC=C1)C1=CC=C(C=C1)CC1=CC=CC=C1 4-methyl-2,6-bis(p-benzyl-phenyl)aniline